O.[O-2].[Ce+3].[O-2].[O-2].[Ce+3] cerous oxide hydrate